[Sn](Cl)(Cl)(Cl)Cl.O water tin chloride